(R)-3-nitrobiphenyl [N+](=O)([O-])C=1C=C(C=CC1)C1=CC=CC=C1